NCCCOCCOCCNC(OC(C)(C)C)=O tert-butyl (2-(2-(3-aminopropoxy)ethoxy)ethyl)carbamate